CC1(C2CN(C(C12)C(=O)N)C([C@@H](N)CC1=CC(=CC=C1)C(C(F)(F)F)=O)=O)C 6,6-dimethyl-3-[M-(trifluoroacetyl)-E-phenylalanyl]-3-azabicyclo[3.1.0]hexane-2-carboxamide